tri(isopropenyl-propoxy)vinyl-silane C(=C)(C)C(CC)OC(=C(OC(CC)C(=C)C)OC(CC)C(=C)C)[SiH3]